N-(4-(1H-indol-4-yl)phenethyl)-2-ethynylthiazole-4-carboxamide N1C=CC2=C(C=CC=C12)C1=CC=C(CCNC(=O)C=2N=C(SC2)C#C)C=C1